methyl 4-[(4-bromo-2-iodo-5-methoxy-phenyl)carbamoyl]cyclohexanecarboxylate BrC1=CC(=C(C=C1OC)NC(=O)C1CCC(CC1)C(=O)OC)I